tert-butyl ((2-(3-((2S,4S)-4-methyl-2-(4-methyl-4H-1,2,4-triazol-3-yl)oxetan-2-yl)phenyl)-3-oxo-7-(trifluoromethyl)isoindolin-5-yl)methyl)(1-methylcyclobutyl)carbamate C[C@H]1C[C@@](O1)(C1=NN=CN1C)C=1C=C(C=CC1)N1CC2=C(C=C(C=C2C1=O)CN(C(OC(C)(C)C)=O)C1(CCC1)C)C(F)(F)F